FC(N1C(=NC2=C1C=CC=C2)N2CCC(CC2)NC=2C=C1C(=NN(C1=CC2)C2=CC(=CC=C2)F)C)F N-(1-(1-(difluoromethyl)-1H-benzo[d]imidazol-2-yl)piperidin-4-yl)-1-(3-fluorophenyl)-3-methyl-1H-indazol-5-amine